NC1=C2C(=NC=N1)N(N=C2C2=CC=C(C=C2)CNC(C2=C(C=CC=C2)OC)=O)[C@H]2C=C[C@@H](C2)N2N=NC=C2 N-[[4-[4-amino-1-[(1R,4R)-4-(1H-1,2,3-triazol-1-yl)cyclopent-2-en-1-yl]-1H-pyrazolo[3,4-d]pyrimidin-3-yl]phenyl]methyl]-2-methoxybenzamide